C(C)(=O)N1CCC(CC1)NCC1=C(C(=NC=C1)NC=1C(=C(C=CC1)C1=NC=CC(=C1Cl)C1=NC(=C(C=C1)CNCC1CCC(N1)=O)OC)OC)F 5-((((2'-(3-((4-(((1-acetylpiperidin-4-yl)amino)methyl)-3-fluoropyridin-2-yl)amino)-2-methoxyphenyl)-3'-chloro-6-methoxy-[2,4'-bipyridin]-5-yl)methyl)amino)methyl)pyrrolidin-2-one